5-isopropylthio-2-(4-vinylbenzyl)-2H-tetrazole C(C)(C)SC=1N=NN(N1)CC1=CC=C(C=C1)C=C